4-[[3-(4-chloro-2-fluoro-anilino)-2-methyl-phenyl]methyl]-3-fluoro-N-(methylsulfamoyl)pyridin-2-amine ClC1=CC(=C(NC=2C(=C(C=CC2)CC2=C(C(=NC=C2)NS(NC)(=O)=O)F)C)C=C1)F